O[C@@H]1[C@H](O[C@H]([C@@H]1O)N1C=CC2=C1N=CN=C2NO)CO[P@@](=O)(OC2=CC=CC=C2)N[C@@H](C)C(=O)OC(C)C isopropyl ((R)-(((2R,3S,4R,5R)-3,4-dihydroxy-5-(4-(hydroxyamino)-7H-pyrrolo[2,3-d]pyrimidin-7-yl)tetrahydrofuran-2-yl)methoxy)(phenoxy)phosphoryl)-L-alaninate